ClC=1C=CC(=C(C1)C1=CC(=C(N=N1)SC)NC1=CC(=NC=C1)NC(=O)CCN1CCN(CC1)C(=O)OC(C)(C)C)F tert-butyl 4-{2-[(4-{[6-(5-chloro-2-fluorophenyl)-3-(methylsulfanyl)pyridazin-4-yl]amino}pyridin-2-yl)carbamoyl]ethyl}piperazine-1-carboxylate